OC1(CCC1)CNCC1=CC(=C2CNC(C2=C1)=O)C(F)(F)F 6-({[(1-hydroxycyclobutyl)methyl]amino}methyl)-4-(trifluoromethyl)-3H-isoindol-1-one